argon trifluoride [F-].[F-].[F-].[Ar]